ClC1=C(C=CC=C1F)C1NCC(N(C1)C)=O 5-(2-chloro-3-fluorophenyl)-1-methylpiperazin-2-one